3,3-difluoro-4-(((4-(4-fluorophenyl)-2-oxo-2H-chromen-3-yl)sulfonyl)methyl)-1-phenylpyrrolidin-2-one FC1(C(N(CC1CS(=O)(=O)C=1C(OC2=CC=CC=C2C1C1=CC=C(C=C1)F)=O)C1=CC=CC=C1)=O)F